C(=O)C=1C(=NNC1)C(=O)O 4-FORMYL-1H-PYRAZOLE-3-CARBOXYLIC ACID